FC(C1=NC=C(C(=N1)C1=CC(=NC=C1C(=O)NC=1SC2=C(N1)CN(C2)C(C2=C(N=C(C=C2)C(F)(F)F)OC)=O)C)OC)F 4-(2-(difluoromethyl)-5-methoxypyrimidin-4-yl)-N-(5-(2-methoxy-6-(trifluoromethyl)nicotinoyl)-5,6-dihydro-4H-pyrrolo[3,4-d]thiazol-2-yl)-6-methylnicotinamide